(6,7-dichloro-1,3,4,5-tetrahydro-2H-pyrido[4,3-b]indol-2-yl)(1-methyl-4,5-dihydro-1H-1,2,4-triazol-3-yl)methanone ClC1=C(C=CC=2C3=C(NC12)CCN(C3)C(=O)C3=NN(CN3)C)Cl